4-(3,5-xylyl)-3-trifluoromethyl-1,2,4-triazol-5-one C1(=CC(=CC(=C1)C)C)N1C(=NNC1=O)C(F)(F)F